1-phenyl-3-(4-methylphenyl)-1-propanone C1(=CC=CC=C1)C(CCC1=CC=C(C=C1)C)=O